[16OH2] The molecule is the stable isotope of oxygen with relative atomic mass 15.994914. The most abundant (99.76 atom percent) isotope of naturally occurring oxygen.